CN1C(=NC2=C1C=CC=C2)C[C@@H]2[C@@](CCCC2)(O)C2=CC=CC=C2 (1R,2R)-2-((1-methyl-1H-benzo[d]imidazol-2-yl)methyl)-1-phenylcyclohexanol